FC1=C(C=C(C=C1)N1C2=C(C=3C(=CC=CC13)O)C1(OCC2(C)C)CC(C1)OCC(=O)O)C 2-(((1R,3R)-5'-(4-fluoro-3-methylphenyl)-9'-hydroxy-4',4'-dimethyl-4',5'-dihydro-3'H-spiro[cyclobutane-1,1'-pyrano[4,3-b]indol]-3-yl)oxy)acetic acid